alpha-terpinyl isovalerate CC1=CCC(CC1)C(C)(C)OC(=O)CC(C)C